(E)-1-(7-methoxy-2,2-dimethyl-2,3-dihydrobenzofuran-5-yl)ethanone oxime COC1=CC(=CC=2CC(OC21)(C)C)/C(/C)=N/O